FC1=NN(C2=CC=C(C=C12)C(C1=CC=C(C=C1)N1CCN(CC1)C1CN(C1)C(=O)OC(C)(C)C)=CC1CC(OC(C1)(C)C)(C)C)C1CCOCC1 tert-butyl 3-(4-(4-((3-fluoro-1-(tetrahydro-2H-pyran-4-yl)-1H-indazol-5-yl)(2,2,6,6-tetramethyltetrahydro-4H-pyran-4-ylmethylene)methyl)phenyl)piperazin-1-yl)azetidine-1-carboxylate